3,4-DIMETHYLISOXAZOLE-5-CARBOXYLIC ACID CC1=NOC(=C1C)C(=O)O